NC1=CC=NN1C1=NN=C(S1)NC(=O)C1=CC(=C(C(O1)=O)OCCOC)C1=C(C=CC=C1OC)Cl (Sa)-N-(5-(5-amino-1H-pyrazol-1-yl)-1,3,4-thiadiazol-2-yl)-4-(2-chloro-6-methoxyphenyl)-3-(2-methoxyethoxy)-2-oxo-2H-pyran-6-carboxamide